C(=C\C1=CC=CC=C1)/C=1C=C(C(=O)OC)C=CC1 Methyl (E)-3-styrylbenzoate